[N+](=O)([O-])N1N=C(N=C1)C1=NOC(=NO1)C1=NN(C=N1)[N+](=O)[O-] 3,6-bis(1-nitro-1,2,4-triazole-3-yl)-1,4,2,5-dioxadiazine